4-Chloro-N,3-dimethylaniline ClC1=C(C=C(NC)C=C1)C